CC(C)OC1=CC=C(C=C1)/C=C/C(=O)C1=CC=C(OCCCC(=O)O)C=C1 4-[4-[(E)-3-(4-Propan-2-yloxyphenyl)prop-2-enoyl]phenoxy]butanoic acid